4-[3-[2,6-Dichloro-4-(1-methylpyrazol-4-yl)benzoyl]-2,4-dihydro-1,3-benzoxazin-8-yl]-2-thiomorpholin-4-ylbenzoic acid ClC1=C(C(=O)N2COC3=C(C2)C=CC=C3C3=CC(=C(C(=O)O)C=C3)N3CCSCC3)C(=CC(=C1)C=1C=NN(C1)C)Cl